2-(3-fluoro-4-methoxyphenoxy)Maleic acid FC=1C=C(O/C(/C(=O)O)=C/C(=O)O)C=CC1OC